2-({2-[2,5-dimethyl-1-(5-methyl-1,2-oxazol-3-yl)-1H-pyrrol-3-yl]-2-oxoethyl}sulfanyl)-6-propyl-3,4-dihydropyrimidin-4-one CC=1N(C(=CC1C(CSC1=NC(=CC(N1)=O)CCC)=O)C)C1=NOC(=C1)C